O([C@@H]1[C@H](O)[C@@H](O)[C@@H](O)[C@H](O1)CO)C(C=1C(C(C=CC1)=O)=O)=O tri-oxo-benzyl α-D-galactopyranoside